4-(3-(methylsulfonyl)phenyl)-1-propyl-piperidine hydrochloride salt Cl.CS(=O)(=O)C=1C=C(C=CC1)C1CCN(CC1)CCC